2H-pyrimido[1,2-b]pyridazin-2-one N=1C(C=CN2N=CC=CC21)=O